(2R,3R,7aS)-3-(2-(benzyloxy)ethyl)-2-(hydroxymethyl)tetrahydro-1H-pyrrolizine C(C1=CC=CC=C1)OCC[C@@H]1[C@@H](CC2=CCCN12)CO